rac-5-((2R,5S)-5-methylpiperidin-2-yl)-1H-Thieno[2,3-c]Pyrazole C[C@H]1CC[C@@H](NC1)C1=CC2=C(NN=C2)S1 |r|